Formyl-Methionine C(=O)N[C@@H](CCSC)C(=O)O